methyl 2-(((tert-butoxycarbonyl)amino)methyl)-5-chlorobenzofuran-7-carboxylate C(C)(C)(C)OC(=O)NCC=1OC2=C(C1)C=C(C=C2C(=O)OC)Cl